benzo[def]fluorene C1=C2C=3C=4C(=CC=CC4CC3C=C1)C=C2